C(=O)O.O=C1NC(CCC1N1C(C2=CC=CC(=C2C1=O)NCCOCC(=O)NC)=O)=O 2-(2-((2-(2,6-dioxopiperidin-3-yl)-1,3-dioxoisoindol-4-yl)amino)ethoxy)-N-methylacetamide formate